NC=1C(=C(C=CC1F)N(S(=O)(=O)CCC)CC1=CC=C(C=C1)OC)Cl N-(3-Amino-2-chloro-4-fluorophenyl)-N-(4-methoxybenzyl)propane-1-sulfonamide